S1[As](SCC1)C1=CC=C(C=C1)NC(=O)C1CCC(CC1)N(C(C)=O)C (1s,4s)-N-(4-(1,3,2-dithiarsolan-2-yl)phenyl)-4-(N-methylacetamido)-cyclohexane-1-carboxamide